C(C)C=1C(NC=2C=C(C=NC2C1)CN1CC2(CN(C2)C=2C=CC(=NC2F)C(=O)NC)C1)=O 5-(6-((7-ethyl-6-oxo-5,6-dihydro-1,5-naphthyridin-3-yl)methyl)-2,6-diazaspiro[3.3]heptan-2-yl)-6-fluoro-N-methylpicolinamide